FC1=C(C=C(C(=C1)C(F)(F)F)F)C1(CC1)C(=O)O 1-[2,5-difluoro-4-(trifluoromethyl)phenyl]cyclopropane-1-carboxylic acid